1-(4-(2-hydroxyethyl)piperazin-1-yl)ethanone tert-butyl-4-[2-(2,6-dioxopiperidin-3-yl)-1,3-dioxoisoindol-5-yl]piperidine-1-carboxylate C(C)(C)(C)OC(=O)N1CCC(CC1)C=1C=C2C(N(C(C2=CC1)=O)C1C(NC(CC1)=O)=O)=O.OCCN1CCN(CC1)C(C)=O